CC=1C=C(C=CC1OC=1C=C2N=CC=NC2=CC1)NC1=NC=NC2=CC=C(C=C12)N1C(C(CC1)=C)=O 1-(4-((3-methyl-4-(quinoxalin-6-yloxy)phenyl)amino)quinazolin-6-yl)-3-methylenepyrrolidin-2-one